C1(=CC=CC=C1)OC(C1=C(C=CC=C1)NN)=S hydrazinothiobenzoic acid phenyl ester